(8-(4-(2,6-bis(benzyloxy)pyridin-3-yl)-3,5-difluorophenyl)-2-oxa-8-azaspiro[4.5]decan-3-yl)methanol C(C1=CC=CC=C1)OC1=NC(=CC=C1C1=C(C=C(C=C1F)N1CCC2(CC(OC2)CO)CC1)F)OCC1=CC=CC=C1